NC1=CC=C(C=C1)CCCC1=CC=C(C=C1)CCCC1=CC=C(C=C1)N 1,4-bis(4-aminophenylpropyl)benzene